(1R,2R)-2-[(4-Chloro-5,7,8,9-tetrahydrooxepino[3,4-d]pyridazin-1-yl)amino]cyclohexan-1-ol ClC=1N=NC(=C2C1COCCC2)N[C@H]2[C@@H](CCCC2)O